CC(=O)N[C@@H]1[C@H]([C@@H]([C@H](O[C@H]1O[C@@H]2[C@H](OC([C@@H]([C@H]2O)NC(=O)C)O)CO)CO)O[C@H]3[C@H]([C@H]([C@@H]([C@H](O3)CO[C@@H]4[C@H]([C@H]([C@@H]([C@H](O4)CO[C@@H]5[C@H]([C@H]([C@@H]([C@H](O5)CO)O)O)O[C@@H]6[C@H]([C@H]([C@@H]([C@H](O6)CO)O)O)O)O)O[C@@H]7[C@H]([C@H]([C@@H]([C@H](O7)CO)O)O)O)O)O)O[C@@H]8[C@H]([C@H]([C@@H]([C@H](O8)CO)O)O)O[C@@H]9[C@H]([C@H]([C@@H]([C@H](O9)CO)O)O)O[C@@H]1[C@H]([C@H]([C@@H]([C@H](O1)CO)O)O[C@@H]1[C@@H]([C@H]([C@@H]([C@H](O1)CO)O)O)O)O)O)O The molecule is a high-mannose oligosaccharide consisting of one D-glucosyl residue, eight D-mannosyl residues and two N-acetylglucosamine residues, one of which is at the reducing end. It is a N-glycan derivative and a high-mannose oligosaccharide.